(3R,3'S)-dihydroxy-β-carotene OC([C@@]1(C)CCCC(C)=C1\C=C\C(\C)=C\C=C\C(\C)=C\C=C\C=C(/C)\C=C\C=C(/C)\C=C\C1=C(C)CCCC1(C)C)O